1-{3-[3-methyl-1-(oxan-2-yl)-1H-pyrazol-5-yl]-5-[(3R)-3-methylmorpholin-4-yl]-[1,2]thiazolo[4,5-b]pyridin-7-yl}cyclohexane-1-carbonitrile CC1=NN(C(=C1)C1=NSC=2C1=NC(=CC2C2(CCCCC2)C#N)N2[C@@H](COCC2)C)C2OCCCC2